2-(3-Octylphenyl)-4-phenylimidazole C(CCCCCCC)C=1C=C(C=CC1)C=1NC=C(N1)C1=CC=CC=C1